4-(4-(4-fluoro-1-Boc-1H-indol-3-yl)furan-2-yl)-4-oxobutanoic acid methyl ester COC(CCC(=O)C=1OC=C(C1)C1=CN(C2=CC=CC(=C12)F)C(=O)OC(C)(C)C)=O